C(C)(C)(C)OC(CC1=C(C(=C(C=C1C1=CC(=NC=C1)F)OC(F)F)F)C(C)C)=O.C1(CCCCC1)CS=C(C)O.C(C=C)(=O)OC=1C(=C(C=CC1C(C(C(C(C(C(F)(F)F)(F)F)(F)F)(F)F)(F)F)(F)F)C1=CC=CC=C1)CC acryloyloxy-4-(perfluorohexyl)ethyl-biphenyl S-(cyclohexylmethyl)thioacetate tert-butyl-2-(4-(difluoromethoxy)-3-fluoro-6-(2-fluoropyridin-4-yl)-2-isopropylphenyl)acetate